N-(2-methoxy-4-(4-(tert-butoxycarbonyl)piperazin-1-yl)phenyl)-4-trifluoromethylquinazolin-2-amine COC1=C(C=CC(=C1)N1CCN(CC1)C(=O)OC(C)(C)C)NC1=NC2=CC=CC=C2C(=N1)C(F)(F)F